((3aR,4R,7S,7aR)-4-(((tert-butyldiphenylsilyl)oxy)methyl)-2,2-dimethyltetrahydro-4H-[1,3]dioxolo[4,5-c]pyran-7-yl)acetamide [Si](C1=CC=CC=C1)(C1=CC=CC=C1)(C(C)(C)C)OC[C@H]1OC[C@@H]([C@@H]2[C@H]1OC(O2)(C)C)CC(=O)N